CCCCCCCCCCCCCCCCCCCCCCCCCCCCCC(=O)O The molecule is a C30, very long straight-chain, saturated fatty acid. It is a straight-chain saturated fatty acid and an ultra-long-chain fatty acid. It is a conjugate acid of a triacontanoate.